tert-Butyl 2-(5-fluoro-6-formylquinazolin-4-yl)-2,7-diazaspiro[3.5]nonane-7-carboxylate FC1=C2C(=NC=NC2=CC=C1C=O)N1CC2(C1)CCN(CC2)C(=O)OC(C)(C)C